N[C@](C(=O)O)(C)C1=NC(=CC=C1OC)C=O (2R)-2-AMINO-2-(6-FORMYL-3-METHOXY(2-PYRIDYL))PROPANOIC ACID